[Si](C1=CC=CC=C1)(C1=CC=CC=C1)(C(C)(C)C)OCCS(=O)(=O)CC(CCCC(C(=O)O)(C)C1=CC(=CC=C1)CC1(CC1)C(=O)OC)(C)C 7-((2-((tert-butyldiphenylsilyl)oxy)ethyl)sulfonyl)-2-(3-((1-(methoxycarbonyl)cyclopropyl)methyl)phenyl)-2,6,6-trimethylheptanoic acid